B(OC1=CC(=C(C=C1)N)OC)[O-] 4-amino-3-methoxy-phenyl boronate